4-amino-3-(4-nitrophenyl)-1H-pyrazolo[3,4-d]pyrimidin-1-yl-2-methylpropan-2-ol NC1=C2C(=NC=N1)N(N=C2C2=CC=C(C=C2)[N+](=O)[O-])CC(C)(O)C